Cl.CC1CCC(CC1)NC(C(C)C)=O N-((1s,4R)-4-methylcyclohexyl)isobutyramide hydrochloride